The molecule is a gibberellin ester that is the methyl ester of gibberellin A34. It is a gibberellin ester, a lactone and a methyl ester. It derives from a gibberellin A1 methyl ester. C[C@]12[C@H]3[C@@H]([C@@]45C[C@@H](CC[C@H]4[C@@]3(C[C@@H]([C@@H]1O)O)OC2=O)C(=C)C5)C(=O)OC